2-[[3-bromo-5-(4-ethylpiperazin-1-yl)-1,2,4-triazol-4-yl]methoxy]ethyl-trimethyl-silane BrC1=NN=C(N1COCC[Si](C)(C)C)N1CCN(CC1)CC